C(C)OC1=C(C=CC(=N1)C(=O)N(C)C)NC1=NNC2=CC(=CC=C12)[C@@H]1C[C@@]12C(NC1=CC=C(C=C21)OC)=O 6-ethoxy-5-({6-[(1R,2S)-5'-methoxy-2'-oxo-1',2'-dihydrospiro[cyclopropane-1,3'-indol]-2-yl]-1H-indazol-3-yl}amino)-N,N-dimethylpyridine-2-carboxamide